Trans-N-(3-(1-cyclopropyl-1H-pyrazol-4-yl)phenyl)-4-hydroxy-N-((4-(4-methoxy-3-methylphenyl)bicyclo[2.2.2]oct-1-yl)methyl)cyclohexanecarboxamide Thorium [Th].C1(CC1)N1N=CC(=C1)C=1C=C(C=CC1)N(C(=O)[C@@H]1CC[C@H](CC1)O)CC12CCC(CC1)(CC2)C2=CC(=C(C=C2)OC)C